tridecyl margarate C(CCCCCCCCCCCCCCCC)(=O)OCCCCCCCCCCCCC